FC1=C2NC(C=3N(C2=CC=C1CN1CCC(=CC1)C1=NC=C(C=C1)C#N)C=CC3)=O 1'-((6-fluoro-4-oxo-4,5-dihydropyrrolo[1,2-a]quinoxalin-7-yl)methyl)-1',2',3',6'-tetrahydro-[2,4'-bipyridine]-5-carbonitrile